BrC=1C=C(C=2C(N(C(C2C1)=C=O)CC1=CC=C(C=C1)OC)C1=C(C=CC(=C1)F)Cl)C(=O)O 6-bromo-3-(2-chloro-5-fluorophenyl)-2-(4-methoxybenzyl)-1-carbonylisoindoline-4-carboxylic acid